ClC=1C(=CC(=NC1)NCC1=CC=C(C=C1)OC)C(O)C1=NC=C(N=C1Cl)Cl (5-chloro-2-(4-methoxybenzylamino)pyridin-4-yl)(3,5-dichloropyrazin-2-yl)methanol